C(C)(C)(C)C1=CC=C(C=C1)C1=CC=C(C2=NN(N=C21)CC(C)C)C=2SC1=C(C2)C=CC=C1 4-(4-(tertiary butyl)phenyl)-2-isobutyl-7-(benzothiophen-2-yl)-benzotriazole